1,1-dimethylthiourea CN(C(=S)N)C